F[C@H]1C[C@H](N(C1)C(CN1C[C@H](CC1)N(C)C1=C2C=CC=NC2=C(C=C1)F)=O)C#N (2S,4S)-4-fluoro-1-(2-((S)-3-((8-fluoroquinolin-5-yl)(methyl)amino)pyrrolidin-1-yl)acetyl)pyrrolidine-2-carbonitrile